(S)-2,2-dimethyl-4-(15-phenyl-2,5,8,11,14-pentaoxapentadecyl)-1,3-dioxolane CC1(OC[C@@H](O1)COCCOCCOCCOCCOCC1=CC=CC=C1)C